C(CCCCCCC\C=C/CCCC)(=O)OCCCCCCCCCCCCCCCCCCCCCCCCCCCCCCCCCCCCC(CC)C 37-methylnonatriacontyl myristoleate